(R)-N-((R)-1-(10-fluoro-5H-pyrido[3',2':4,5]pyrano[2,3-b]quinoxalin-8-yl)ethyl)-2-methylpropane-2-sulfinamide FC1=CC=2N=C3C(=NC2C(=C1)[C@@H](C)N[S@](=O)C(C)(C)C)OCC1=C3C=CC=N1